1-methoxy-5-(5-(trifluoromethyl)-1H-pyrazol-1-yl)isoquinoline COC1=NC=CC2=C(C=CC=C12)N1N=CC=C1C(F)(F)F